NC=1C(=CC2=C(OC(O2)(F)F)C1)NC(=O)C1=NC=C(C=C1SCC)C1CC1 N-(6-amino-2,2-difluoro-1,3-benzodioxol-5-yl)-5-cyclopropyl-3-ethylsulfanyl-pyridine-2-carboxamide